FC1=C(C=CC(=C1CO)F)N(C(OC(C)(C)C)=O)S(=O)(=O)C=1C(=NC=C(C1)F)OC tert-butyl N-[2,4-difluoro-3-(hydroxymethyl)phenyl]-N-(5-fluoro-2-methoxypyridin-3-ylsulfonyl)carbamate